7-bromo-3-(3-(isopropyloxycarbonyl)piperidin-1-yl)benzo[e][1,2,4]Triazine 1-oxide BrC1=CC2=C(N=C(N=[N+]2[O-])N2CC(CCC2)C(=O)OC(C)C)C=C1